indeno[2,1-b]pyridin N1=C2C(=CC=C1)C=1C=CC=CC1C2